BrC=1N=C(C=2N(C1)C=C(N2)C(=O)O)C 6-bromo-8-methyl-imidazo[1,2-a]pyrazine-2-carboxylic acid